2,2'-(1,4-phenylene)diacetic acid dimethyl ester COC(CC1=CC=C(C=C1)CC(=O)OC)=O